(S)-2-(3-(2-(2-methylazetidin-1-yl)-6,7-dihydro-5H-cyclopenta[d]pyrimidin-4-yl)benzyl)isothiazolidine 1,1-dioxide C[C@@H]1N(CC1)C=1N=C(C2=C(N1)CCC2)C=2C=C(CN1S(CCC1)(=O)=O)C=CC2